((1r,4r)-4-(((5-oxo-4,5-dihydro-1H-1,2,4-triazol-3-yl)thio)methyl)cyclohexyl)methyl (4-chlorophenyl)(phenyl)carbamate ClC1=CC=C(C=C1)N(C(OCC1CCC(CC1)CSC1=NNC(N1)=O)=O)C1=CC=CC=C1